chloroformic acid isobutyl ester C(C(C)C)OC(=O)Cl